2,5,8,11-tetraoxatridecan-13-yl (((6-hydroxy-5'-methyl-4-pentyl-2'-(prop-1-en-2-yl)-[1,1'-biphenyl]-2-yl)oxy)methyl)(methyl)carbamate OC1=CC(=CC(=C1C1=C(C=CC(=C1)C)C(=C)C)OCN(C(OCCOCCOCCOCCOC)=O)C)CCCCC